NC1=CC(=C(C#N)C(=C1)F)Cl 4-amino-2-chloro-6-fluoro-benzonitrile